C[SiH](OCC)OCC methyl-diethoxysilan